4-(bromomethyl)-1-methoxy-2-(prop-2-yn-1-yloxy)benzene BrCC1=CC(=C(C=C1)OC)OCC#C